1-dodecyl-3-ethylpyrrolidinium cyanide [C-]#N.C(CCCCCCCCCCC)[NH+]1CC(CC1)CC